CNCC N-methyl-ethaneamine